9,9-bis(4-hydroxy-1-naphthyl)-3,6-diphenylfluorene OC1=CC=C(C2=CC=CC=C12)C1(C2=CC=C(C=C2C=2C=C(C=CC12)C1=CC=CC=C1)C1=CC=CC=C1)C1=CC=C(C2=CC=CC=C12)O